IC1=CN(C=2N=CN=C(C21)N2CCN(CC2)C(=O)OC(C)(C)C)S(=O)(=O)C2=CC=C(C=C2)C tert-butyl 4-[5-iodo-7-(4-methylbenzenesulfonyl)-7H-pyrrolo[2,3-d]pyrimidin-4-yl]piperazine-1-carboxylate